N2-(6-((2R,6S)-2-ethyl-6-methylmorpholino)-2-methylpyridin-3-yl)spiro[3.3]heptane-2,6-diamine C(C)[C@H]1O[C@H](CN(C1)C1=CC=C(C(=N1)C)NC1CC2(C1)CC(C2)N)C